C(N)(OCC1=NN(C2=CC=C(C=C12)P(=O)(C)C)C1=CC=C(C=C1)C(F)(F)F)=O ((5-(dimethylphosphoryl)-1-(4-(trifluoromethyl) phenyl)-1H-indazol-3-yl) methyl) carbamate